C(C)(=O)C1=NN(C2=CC=C(C=C12)C1=CC2=CC=CC=C2C=C1)CC(=O)O 2-(3-acetyl-5-(naphthalen-2-yl)-1H-indazol-1-yl)acetic acid